[Cl-].[Cl-].C[SiH](C)[Zr+2](C1C(=CC2=C(C=CC=C12)C(C)(C)C)C)C1C(=CC2=C(C=CC=C12)C(C)(C)C)C dimethylsilylbis(2-methyl-4-tert-butyl-1-indenyl)zirconium dichloride